FC=1C(=NC(=CC1)C)C(=O)N1CC2(C1)C=C(C(C(C2)(C)C)=O)C#N 2-(3-fluoro-6-methylpicolinoyl)-8,8-dimethyl-7-oxo-2-azaspiro[3.5]non-5-ene-6-carbonitrile